(R)-N-((S)-1-(2-fluoro-4-(4-methylthiazol-5-yl)phenyl)ethyl)-2-methylpropane-2-sulfinamide FC1=C(C=CC(=C1)C1=C(N=CS1)C)[C@H](C)N[S@](=O)C(C)(C)C